4-(1-((6-(4,4-dimethyl-[1,3'-bipiperidin]-1'-yl)pyridazin-3-yl)methyl)-1H-1,2,3-triazol-4-yl)-6-methoxy-1H-indazole CC1(CCN(CC1)C1CN(CCC1)C1=CC=C(N=N1)CN1N=NC(=C1)C1=C2C=NNC2=CC(=C1)OC)C